C(C)(C)(C)C1=CC=C(C=C1)CO (4-(tert-butyl)phenyl)methanol